tert-butyl ((1r,3r)-3-(6-bromo-2-fluoropyridin-3-yl)-3-azidocyclobutyl)carbamate BrC1=CC=C(C(=N1)F)C1(CC(C1)NC(OC(C)(C)C)=O)N=[N+]=[N-]